[Zn].SC1=C(C=CC=C1)C=1NC=CN1 2-mercaptophenylimidazole zinc salt